ClC=1C=C(C=2N(C1)C=NC2)C2(C[C@@H]1[C@@H](CN(C1)S(=O)(=O)C)C2)O (3aR,5r,6aS)-5-(6-chloroimidazo[1,5-a]pyridin-8-yl)-2-(methylsulfonyl)octa-hydrocyclopenta[c]pyrrol-5-ol